(±)-trans-N-[8-chloro-6-(1-methyl-4-oxo-2-pyridinyl)-3-isoquinolinyl]-2-cyano-cyclopropanecarboxamide ClC=1C=C(C=C2C=C(N=CC12)NC(=O)[C@H]1[C@@H](C1)C#N)C=1N(C=CC(C1)=O)C |r|